NC1=NC(=NC(=C1C=O)C12CC(C1)(C2)C(F)(F)F)Cl 4-amino-2-chloro-6-[3-(trifluoromethyl)-1-bicyclo[1.1.1]pentanyl]pyrimidine-5-carbaldehyde